tert-Butyl 3-{3-[2-(methoxymethoxy)-6-methyl-4-(trifluoromethyl)phenyl]thieno[3,2-c]pyridazin-7-yl}piperidine-1-carboxylate COCOC1=C(C(=CC(=C1)C(F)(F)F)C)C1=CC2=C(N=N1)C(=CS2)C2CN(CCC2)C(=O)OC(C)(C)C